C(C)(C)(C)OC(=O)OC=1C(=CC2=C(N(C[C@H]3N(C4=CC=CC=C4C3)C2=O)C(=O)OCC(C)(SS(=O)(=O)C)C)C1)OC 2-methyl-2-((methylsulfonyl)thio)propyl (S)-9-((tert-butoxycarbonyl)oxy)-8-methoxy-6-oxo-12a,13-dihydro-6H-benzo[5,6][1,4]diazepino[1,2-a]indole-11(12H)-carboxylate